ClCC=1N=NN(C1C(F)F)CC(F)(F)F 4-(chloromethyl)-5-(difluoromethyl)-1-(2,2,2-trifluoro-ethyl)-1H-1,2,3-triazole